3-(2-chloropyridin-4-yl)-1-methyl-1-(1-(1-oxo-1,2-dihydroisoquinolin-4-yl)ethyl)urea ClC1=NC=CC(=C1)NC(N(C(C)C1=CNC(C2=CC=CC=C12)=O)C)=O